4-(4-hydroxy-7-methoxypyrido[2,3-d]pyrimidin-6-yl)tetrahydro-2H-thiopyran 1,1-dioxide OC=1C2=C(N=CN1)N=C(C(=C2)C2CCS(CC2)(=O)=O)OC